(1R,3aS,7aR,E)-2-(1-{(2R)-5,5-Difluoro-6-methyl-6-[(triethylsilyl)oxy]heptan-2-yl}-7a-methyloctahydro-4H-inden-4-ylidene)ethan-1-ol FC(CC[C@@H](C)[C@H]1CC[C@H]2\C(\CCC[C@]12C)=C\CO)(C(C)(O[Si](CC)(CC)CC)C)F